FC(C1=C(C=CC(=C1)C(F)(F)F)C(C)N1N=CC(=C1)NC(=O)C1=NOC(=C1)C1=NC=CN=C1)(F)F N-(1-(1-(2,4-bis(trifluoromethyl)phenyl)ethyl)-1H-pyrazol-4-yl)-5-(pyrazin-2-yl)isoxazole-3-carboxamide